C1=CC(=C(C=C1Cl)Cl)F 2,4-dichloro-fluorobenzene